C1(=CC=CC=C1)S(=O)(=O)[C@]12CCN([C@@H]2CCC2=C1C=CC(=C2)OCC2=C(C=CC=C2)Cl)C(=O)C2CCS(CC2)(=O)=O 4-[(3aR,9bR)-9b-(benzenesulfonyl)-7-[(2-chlorophenyl)methoxy]-1H,2H,3H,3aH,4H,5H,9bH-benzo[e]indole-3-carbonyl]-1λ6-thiane-1,1-dione